5-fluoro-N'-hydroxypyridine-2-carboxamidine FC=1C=CC(=NC1)C(=NO)N